3-Amino-8-(7-fluorobenzo[d]Azol-5-yl)-N-propylimidazo[1,2-a]pyridine-2-carboxamide NC1=C(N=C2N1C=CC=C2C=2C=C(C1=C(C=CN1)C2)F)C(=O)NCCC